4-(6-((1S,5S)-4-cyano-2-((6-methoxypyridin-3-yl)methyl)-4-methyl-2,6-diazabicyclo[3.2.0]heptan-6-yl)pyridin-3-yl)-6-(1-methyl-1H-pyrazol-4-yl)pyrazolo[1,5-a]pyridine-3-carbonitrile C(#N)C1(CN([C@H]2CN([C@@H]12)C1=CC=C(C=N1)C=1C=2N(C=C(C1)C=1C=NN(C1)C)N=CC2C#N)CC=2C=NC(=CC2)OC)C